NC1C(CC(CC1)C(C)C1CC(C(CC1)N)C)C 1,1-bis(4-amino-3-methylcyclohexyl)-ethane